CN1N=CC2=CC=CC(=C12)NS(=O)(=O)C=1C=NC(=CC1)N1N=CC(=C1)C(F)(F)F N-(1-METHYL-1H-INDAZOL-7-YL)-6-(4-(TRIFLUOROMETHYL)-1H-PYRAZOL-1-YL)PYRIDINE-3-SULFONAMIDE